C(C1=CC=CC=C1)[C@@H]1CN(CCN1)C(=O)OC(C)(C)C tert-butyl (R)-3-benzylpiperazine-1-carboxylate